1-isopropyl-4-methyl-bicyclo[2.2.2]oct-5-ene-2,3-dicarboxylic anhydride C(C)(C)C12C3C(C(C=C1)(CC2)C)C(=O)OC3=O